tert-butyl (4-((1,1,1-trifluoro-2-methylpropan-2-yl)amino)cyclohexyl)carbamate FC(C(C)(C)NC1CCC(CC1)NC(OC(C)(C)C)=O)(F)F